P(=O)([O-])([O-])[O-].CC1=CC(=CC=C1C(C)(C)C)C1=CC(=CC(=C1)C)C(C)(C)C.[Na+].[Na+].[Na+] sodium (4,4'-dimethyl-5,6'-di-tert-butyl-2,2'-biphenyl) phosphate